[Zn+2].[Ga+3].[O-2].[Zn+2].[Ga+3].[In+3] Indium Gallium Zinc Oxide gallium zinc